NC1=NC(=C(C(=N1)N)C#N)N[C@@H](CC)C1=CN(C2=NC=CC(=C21)Cl)C=2C=NC=CC2 (S)-2,4-diamino-6-((1-(4-chloro-1-(pyridin-3-yl)-1H-pyrrolo[2,3-b]pyridin-3-yl)propyl)amino)pyrimidine-5-carbonitrile